2-(3,4-epoxycyclohexyl)propyltriethoxysilane C1(CC2C(CC1)O2)C(C[Si](OCC)(OCC)OCC)C